1-bromo-3-(3,3-dimethylcyclopentoxy)-5-fluoro-benzene BrC1=CC(=CC(=C1)F)OC1CC(CC1)(C)C